C(C)(C)C1N(C(N(C1)C)=O)C=1C=C(C2=C(N=C(N=C2)S(=O)(=O)C)N1)C#C[Si](C(C)C)(C(C)C)C(C)C 4-Isopropyl-3-{2-methanesulfonyl-5-[2-(triisopropylsilyl)ethynyl]pyrido[2,3-d]pyrimidin-7-yl}-1-methylimidazolidin-2-one